potassium mono-lysine N[C@@H](CCCCN)C(=O)O.[K]